COC1=NC=C(C=N1)NC1=NC=CC2=CC(=CC=C12)OCC=1C=NN(C1)C N-(2-methoxypyrimidin-5-yl)-6-((1-methyl-1H-pyrazol-4-yl)methoxy)isoquinolin-1-amine